2-((4-nitro-1-((2-(trimethylsilyl)ethoxy)methyl)-1H-pyrazol-3-yl)oxy)ethan-1-ol [N+](=O)([O-])C=1C(=NN(C1)COCC[Si](C)(C)C)OCCO